(3r,4r)-3-hydroxy-4-methoxypyrrolidine-1-carboxylate O[C@@H]1CN(C[C@H]1OC)C(=O)[O-]